N1CCC(CC1)N1CCOCC1 4-(piperidin-4-yl)morpholin